BrC1=CC=C(C(=O)C2=C(C(=C3C(=CC(=CN23)C)C)C(=O)OC)C(=O)OC)C=C1 Dimethyl 3-(4-bromobenzoyl)-6,8-dimethylindolizine-1,2-dicarboxylate